2-methyl-N-(1-methyl-1H-pyrazol-3-yl)-5-{[2-(trifluoromethyl)pyridin-3-yl]methoxy}-2H-indazole-3-carboxamide CN1N=C2C=CC(=CC2=C1C(=O)NC1=NN(C=C1)C)OCC=1C(=NC=CC1)C(F)(F)F